FC1(CC(C1)CN1N=C(C(=C1C(=O)NC1=CC(=NC=C1)S(=O)(=O)C)C(F)(F)F)C(C(F)(F)F)C)F 1-((3,3-difluorocyclobutyl)methyl)-N-(2-(methylsulfonyl)pyridin-4-yl)-4-(trifluoromethyl)-3-(1,1,1-trifluoropropan-2-yl)-1H-pyrazole-5-carboxamide